[Ni].[Mn].[Al].[Zn] zinc aluminum manganese nickel